(4-((3-(4-(difluoromethoxy)phenyl)imidazo[1,2-a]pyrazin-8-yl)amino)-2-methylphenyl)(4-(4,5-dihydro-1H-imidazol-2-yl)piperazin-1-yl)methanone FC(OC1=CC=C(C=C1)C1=CN=C2N1C=CN=C2NC2=CC(=C(C=C2)C(=O)N2CCN(CC2)C=2NCCN2)C)F